ClC=1C=C(C=CC1)C(CO)NC(=O)C1=CN(C=C1)C1=NC(=NC=C1C)NC1=CC(=C(C=C1)C1CCNCC1)C N-(1-(3-chloro-phenyl)-2-hydroxy-ethyl)-1-(5-methyl-2-((3-methyl-4-(piperidin-4-yl)phenyl)amino)pyrimidin-4-yl)-1H-pyrrole-3-carboxamide